2-(4-cyclopropyl-6-ethylpyrimidin-5-yl)-9-(4-(5-methyl-3-(trifluoromethyl)-1H-pyrazol-1-yl)benzyl)-7,9-dihydro-8H-purin-8-one C1(CC1)C1=NC=NC(=C1C1=NC=C2NC(N(C2=N1)CC1=CC=C(C=C1)N1N=C(C=C1C)C(F)(F)F)=O)CC